(2S,6S)-N-{2-benzyl-2-azaspiro[3.3]heptan-6-yl}-4-(5-cyanopyrimidin-2-yl)-2,6-dimethylpiperazine-1-carboxamide C(C1=CC=CC=C1)N1CC2(C1)CC(C2)NC(=O)N2[C@H](CN(C[C@@H]2C)C2=NC=C(C=N2)C#N)C